(±)-tert-butyl N-((E)-3-(2-((methylsulfinyl)methyl)-4-nitrophenyl)but-2-en-1-yl)-N-[(2-methylpropan-2-yl)oxycarbonyl]carbamate C[S@@](=O)CC1=C(C=CC(=C1)[N+](=O)[O-])/C(=C/CN(C(OC(C)(C)C)=O)C(=O)OC(C)(C)C)/C |r|